N1(C=CC2=CC=CC=C12)C1CCC(CC1)N1N=CC(=C(C1=O)Cl)NC[C@@H]1COCCC1 2-((1r,4R)-4-(1H-indol-1-yl)cyclohexyl)-4-chloro-5-((((R)-tetrahydro-2H-pyran-3-yl)methyl)amino)pyridazin-3(2H)-one